bis[1-isopropyl-2,4-cyclopentadien-1-yl]magnesium C(C)(C)C1(C=CC=C1)[Mg]C1(C=CC=C1)C(C)C